C(CCC)(=O)OCC=CCCCCC 2-Octenyl butyrate